2,4-dichloro-6-fluorotoluene ClC1=C(C)C(=CC(=C1)Cl)F